tert-Butyl 2-((((9H-fluoren-9-yl)methoxy) carbonyl)(methyl)amino)-4-(4-(methyl((tetrahydro-2H-pyran-2-yl)oxy) carbamoyl)phenyl)butanoate C1=CC=CC=2C3=CC=CC=C3C(C12)COC(=O)N(C(C(=O)OC(C)(C)C)CCC1=CC=C(C=C1)C(N(OC1OCCCC1)C)=O)C